CN1N=CC=2C1=NC(=NC2)N2CC1(CN(C1)C1=NC(=NC(=C1)C(F)(F)F)C)CC2 6-{1-methyl-1H-pyrazolo[3,4-d]pyrimidin-6-yl}-2-[2-methyl-6-(trifluoromethyl)pyrimidin-4-yl]-2,6-diazaspiro[3.4]octane